FC=1C=C(CNC=2C3=C(N=CN2)C=C(S3)C3=C(C(=NC(=C3C(=O)N)CC(C)C)CCC3=CC=C(C=C3)F)C=3OC(=NN3)C)C=CC1F 4-(4-((3,4-difluorobenzyl)amino)thieno[3,2-d]pyrimidin-6-yl)-6-(4-fluorophenethyl)-2-isobutyl-5-(5-methyl-1,3,4-oxadiazol-2-yl)nicotinamide